5,6,7,13-Tetrahydro-13-methyl-5-oxo-12H-indolo[2,3-a]pyrrolo[3,4-c]carbazole-12-propanenitrile CN1C=2C=CC=CC2C2=C1C=1N(C3=CC=CC=C3C1C1=C2C(NC1)=O)CCC#N